C1(CC1)N1N=C(C=2C(=NC=CC21)NCC2=C(C=C(C=C2)OC)OC)I 1-cyclopropyl-N-(2,4-dimethoxybenzyl)-3-iodo-1H-pyrazolo[4,3-c]pyridin-4-amine